1-benzyl 4-(tert-butyl) 2-cyanopiperazine-1,4-dicarboxylate C(#N)C1N(CCN(C1)C(=O)OC(C)(C)C)C(=O)OCC1=CC=CC=C1